4-((Tert-butylsulfinyl)imino)piperidine-1-carboxylic acid tert-butyl ester C(C)(C)(C)OC(=O)N1CCC(CC1)=NS(=O)C(C)(C)C